C(C)(C)(C)[Sn](N(C)C)(N(C)C)C(C)(C)C di(t-butyl)bis(dimethylamino)tin